8-Bromo-7-methyl-isoquinoline BrC=1C(=CC=C2C=CN=CC12)C